CC1=C(C(=CC=C1)C)C=1C=C(C=NC1)[C@H](CC(=O)OCC1=CC=CC=C1)NC(C(CC(C)C)N1C(C=CC=C1)=O)=O (3S)-benzyl 3-(5-(2,6-dimethylphenyl)pyridin-3-yl)-3-(4-methyl-2-(2-oxopyridin-1(2H)-yl)pentanamido)propanoate